ClC1=C2C(=NC=C1C#N)N(C(=C2)CCO)S(=O)(=O)C2=CC=C(C)C=C2 4-Chloro-2-(2-hydroxyethyl)-1-p-toluenesulfonyl-1H-pyrrolo[2,3-b]pyridine-5-carbonitrile